Cl.O1CCN(CC1)C1=CC(=NC=2N1N=C(C2)C2=CC=NC=C2)NC2=CC(=NN2)C2=CC=C(C=C2)C 7-morpholino-2-(pyridin-4-yl)-N-(3-(p-tolyl)-1H-pyrazol-5-yl)pyrazolo[1,5-a]pyrimidin-5-amine hydrochloride